CC=1C=CC2=C(N=C(O2)C2CCN(CC2)C2=C(C(NC3=CC=CC=C23)=O)C#N)C1 4-[4-(5-methyl-1,3-benzooxazol-2-yl)piperidin-1-yl]-2-oxo-1,2-dihydroquinoline-3-carbonitrile